(cyclopent-2,4-dien-1-ylidene)diphenylphosphorus C1(C=CC=C1)=[P](C1=CC=CC=C1)C1=CC=CC=C1